1,4-dimethyl-1H-benzo[d][1,2,3]triazole-5-carbaldehyde CN1N=NC2=C1C=CC(=C2C)C=O